BrN(C(O)=O)CCC1=CC=CC=C1.C(C)N(CC)[Si](OC(C)(C)C)(OC(C)(C)C)OC(C)(C)C diethylaminotri-t-butoxysilane bromophenethyl-carbamate